tert-butyl (2R)-2-(but-2-ynoyl)morpholine-4-carboxylate C(C#CC)(=O)[C@H]1CN(CCO1)C(=O)OC(C)(C)C